BrC=1C=C2C(OC(C3=NN(C=C3C=3C(=CC(=C(NS(C(C1OC)=C2)(=O)=O)C3)F)F)C)C)=O 12-bromo-18,20-difluoro-13-methoxy-4,7-dimethyl-15,15-dioxo-8-oxa-15λ6-thia-4,5,16-triazatetracyclo[15.3.1.110,14.02,6]docosa-1(21),2,5,10,12,14(22),17,19-octaen-9-one